6-[4-(3-Chloro-2-fluoro-anilino)-7-methoxy-quinazolin-6-yl]-2-prop-2-enoyl-2,6-diazaspiro[3.4]octan-7-one ClC=1C(=C(NC2=NC=NC3=CC(=C(C=C23)N2CC3(CN(C3)C(C=C)=O)CC2=O)OC)C=CC1)F